FC(S(=O)(=O)OC1=CC=C2CCC(NC2=C1)=O)(F)F 2-oxo-1,2,3,4-tetrahydroquinolin-7-yl trifluoromethanesulfonate